COC[C@@H]1CC[C@H](CC1)C=O trans-4-(methoxymethyl)cyclohexane-1-carbaldehyde